2-methyl-6-phenylethynyl-pyridine CC1=NC(=CC=C1)C#CC1=CC=CC=C1